NCCCC1OC(C=2OC(=C3OC=CC=C3C2O1)CCCN)O 3,9-bis(3-aminopropyl)-2,4,8,10-tetraoxaphenanthrol